N,N-diglycidyl-2-glycidyl-phenylenediamine C(C1CO1)N(C1C(C=CC=C1)(N)CC1CO1)CC1CO1